2-bromoethyldiethylamine BrCCN(CC)CC